(+/-)-2,3-dihydroxypropyl dichloroacetate ClC(C(=O)OC[C@@H](CO)O)Cl |r|